C(CCC)[Si](OC)(C)C n-butyldimethyl-methoxysilane